N1N=CC(=C1)C1=CN=CC=2N1C=CN2 5-(1H-pyrazol-4-yl)imidazo[1,2-a]pyrazin